C(C)(C)(C)OC(=O)N[C@H](CC(=O)O)C1=CC=CC=C1 (3R)-3-(tert-butoxycarbonylamino)-3-phenyl-propionic acid